COC1=C(C=CC(=C1)CCC)COC=1C=C2CCC(=C(C2=CC1)C)CN1CC(C1)C(=O)O 1-[[6-[(2-methoxy-4-propylphenyl)methoxy]-1-methyl-3,4-dihydronaphthalen-2-yl]methyl]azetidine-3-carboxylic acid